(E)-4-((E)-(4-hydroxyphenylimino)methyl)-2-methoxyphenyl 3-(4-chlorophenyl)acrylate ClC1=CC=C(C=C1)/C=C/C(=O)OC1=C(C=C(C=C1)/C=N/C1=CC=C(C=C1)O)OC